CN1N=NC2=C1C=CC(=C2C)[C@@H](CC(=O)O)C=2C=C(C1=C(C=CS1)C2)CN2C[C@H](OC1=C([C@@H]2C)N=CC=C1)CC (3S)-3-(1,4-Dimethyl-1H-benzotriazol-5-yl)-3-(7-{[(2R,5S)-2-ethyl-5-methyl-2,3-dihydropyrido[2,3-f][1,4]oxazepin-4(5H)-yl]methyl}-1-benzothiophen-5-yl)propanoic acid